C(#N)C=1C=C(C=CC1C#N)[C@H](C(=O)NC1=NN(C(=C1)C(F)(F)F)C)[C@H]1CC(CC1)(F)F (R)-2-(3,4-dicyanophenyl)-2-((R)-3,3-difluorocyclopentyl)-N-(1-methyl-5-(trifluoromethyl)-1H-pyrazol-3-yl)acetamide